4-(((1R,2S)-1-(5-(4-bromophenyl)-1,3,4-oxadiazol-2-yl)-2-((tert-butyldimethylsilyl)-oxy)propyl)amino)-2-chlorobenzonitrile BrC1=CC=C(C=C1)C1=NN=C(O1)[C@@H]([C@H](C)O[Si](C)(C)C(C)(C)C)NC1=CC(=C(C#N)C=C1)Cl